[O-]S(=O)(=O)C(F)(F)F.[Ag+] silver(I) triflate